C(C)S(=O)(=O)N1CC(C1)(N1N=CC(=C1)C=1C2=C(N=CN1)N(C=C2)C(C(C)C2=CC(=C(C=C2)C2=CC=CC=C2)F)=O)CC#N 2-(1-(Ethylsulfonyl)-3-(4-(7-(2-(2-fluoro-[1,1'-biphenyl]-4-yl)propionyl)-7H-pyrrolo[2,3-d]pyrimidin-4-yl)-1H-pyrazol-1-yl)azetidin-3-yl)acetonitrile